OC1=CC=NC=C1C(=O)NCCCC[C@@H](C=1NC(=CN1)C1=CC2=CC=CC=C2C=C1)NC(=O)C1=CN=CS1 (S)-N-(5-(4-hydroxynicotinamido)-1-(5-(naphthalen-2-yl)-1H-imidazol-2-yl)pentyl)thiazole-5-carboxamide